FC(N1C2=C(C=3C=CC(=CC13)N1CCC(CC1)CCN1CCN(CC1)CC#CC=1C=C3C(N(C(C3=CC1)=O)C1C(NC(CC1)=O)=O)=O)C=NC=C2)F 5-(3-(4-(2-(1-(5-(difluoromethyl)-5H-pyrido[4,3-b]indol-7-yl)piperidin-4-yl)ethyl)piperazin-1-yl)prop-1-yn-1-yl)-2-(2,6-dioxopiperidin-3-yl)isoindoline-1,3-dione